C(C1=CC=CC=C1)N1CCCC2=CC(=CC(=C12)Br)C(CCCC)O 1-(1-benzyl-8-bromo-3,4-dihydro-2H-quinolin-6-yl)pentan-1-ol